2-{6-[(5,5-dimethyl-4-azaspiro[2.5]octan-7-yl)oxy]pyridazin-3-yl}-5-(1H-pyrazol-4-yl)pyridin-3-ol dihydrochloride Cl.Cl.CC1(NC2(CC2)CC(C1)OC1=CC=C(N=N1)C1=NC=C(C=C1O)C=1C=NNC1)C